1-Acetyl-4-methylpiperidine-4-carboxylic Acid C(C)(=O)N1CCC(CC1)(C(=O)O)C